7-(Pyrazin-2-ylamino)-2-(((tetrahydro-2H-pyran-4-yl)thio)methyl)quinazolin-4(3H)-one N1=C(C=NC=C1)NC1=CC=C2C(NC(=NC2=C1)CSC1CCOCC1)=O